C1C(=NC2=C(N1)N=C(NC2=O)N)[C@@H]([C@@H](COP(=O)(O)OP(=O)(O)OP(=O)(O)O)O)O The molecule is a pterin phosphate, a member of neopterins and a dihydropterin. It has a role as an Escherichia coli metabolite and a mouse metabolite. It is a conjugate acid of a 7,8-dihydroneopterin 3'-triphosphate(4-).